O1C(NC2=C1C=CC(=C2)C2(NC(=NC=C2F)NC=2C=C(C(=NC2)N2CCN(CC2)C)C)N)=O 4-(benzoxazolin-2-one-5-yl)-N2-[3-methyl-2-(4-methylpiperazin-1-yl)pyridin-5-yl]-5-fluoropyrimidine-2,4-diamine